2-(4-(4-(4-ethylpiperazin-1-yl)piperidin-1-yl)-3-fluorophenyl)-N4-(4'-fluoro-1'-(methylsulfonyl)spiro[cyclobutane-1,3'-indolin]-7'-yl)-7H-pyrrolo[2,3-d]pyrimidine-2,4-diamine C(C)N1CCN(CC1)C1CCN(CC1)C1=C(C=C(C=C1)C1(N=C(C2=C(N1)NC=C2)NC=2C=CC(=C1C3(CN(C21)S(=O)(=O)C)CCC3)F)N)F